[Zr].C(CCC)[O] monobutyl-oxygen zirconium